2-(3,5-dichloro-4-((4'-chloro-2'-oxospiro[cyclopropane-1,3'-indoline]-5'-yl)oxy)phenyl)-1,2,4-triazine-3,5(2h,4h)-dione ClC=1C=C(C=C(C1OC=1C(=C2C3(C(NC2=CC1)=O)CC3)Cl)Cl)N3N=CC(NC3=O)=O